FCOC=1C=CC(=NC1)COC=1C=C2C(=NC1)OC(=N2)C2=NC=NC(=C2)C 6-((5-(fluoromethoxy)pyridin-2-yl)methoxy)-2-(6-methylpyrimidin-4-yl)oxazolo[5,4-b]pyridine